(Z)-Benzyl-1-(tert-butylsulfinylimino)-2-fluoro-8-azaspiro[4.5]decane-8-carboxylate C(C1=CC=CC=C1)OC(=O)N1CCC/2(CCC(\C2=N/S(=O)C(C)(C)C)F)CC1